1'-[trans-4-(Pyridin-2-yloxy)cyclohexyl]-4'H,6'H-spiro[1,3-dioxolan-2,5'-[1,2,4]triazolo[4,3-a][1]benzazepin]-8'-carbonitril N1=C(C=CC=C1)O[C@@H]1CC[C@H](CC1)C1=NN=C2N1C1=C(CC3(C2)OCCO3)C=C(C=C1)C#N